trans-4-((3-(1-Cyclopropyl-1H-pyrazol-4-yl)phenyl) ((trans-4-(4-methoxy-3-methylphenyl)-cyclohexyl)methyl)carbamoyl)cyclohexyl isopropylcarbamate C(C)(C)NC(O[C@@H]1CC[C@H](CC1)C(N(C[C@@H]1CC[C@H](CC1)C1=CC(=C(C=C1)OC)C)C1=CC(=CC=C1)C=1C=NN(C1)C1CC1)=O)=O